NN(CC(=O)O)N.C=C ethylene diaminoglycinate